2,6-bis[1-(2,4-dichlorophenylimino)ethyl]pyridine iron (II) dichloride [Fe](Cl)Cl.ClC1=C(C=CC(=C1)Cl)N=C(C)C1=NC(=CC=C1)C(C)=NC1=C(C=C(C=C1)Cl)Cl